N(=[N+]=[N-])[C@H]1C[C@@](N(C1)CC1=CC=CC=C1)(C(=O)OC)C Methyl (2R,4S)-4-azido-1-benzyl-2-methylpyrrolidine-2-carboxylate